C(O)N1C(=O)N(C(=O)C1(C)C)CO 1,3-Dimethylol-5,5-Dimethylhydantoin